CC1(CCC(OC1)C1=C(C=C(C=C1)F)C(C(=O)O)N1C[C@@H](CC1)OCCCCC1=NC=2NCCCC2C=C1)C 2-(2-(5,5-Dimethyltetrahydro-2H-pyran-2-yl)-5-fluorophenyl)-2-((R)-3-(4-(5,6,7,8-tetrahydro-1,8-naphthyridin-2-yl)butoxy)pyrrolidin-1-yl)acetic acid